N-(1,1-dimethylsilacyclohexan-4-yl)-6-(3-pyridyl)-1H-pyrrolo[2,3-B]pyridine-2-carboxamide C[Si]1(CCC(CC1)NC(=O)C1=CC=2C(=NC(=CC2)C=2C=NC=CC2)N1)C